ClC1=NC(=C2C(=N1)N(N=C2)[C@H]2[C@@H]([C@@H]([C@H](O2)COCP(O)(O)=O)O)O)N(C)[C@H]2CCC1=CC=CC=C21 ((((2R,3S,4R,5R)-5-(6-chloro-4-(((S)-2,3-dihydro-1H-inden-1-yl)(methyl)amino)-1H-pyrazolo[3,4-d]pyrimidin-1-yl)-3,4-dihydroxytetrahydrofuran-2-yl)methoxy)methyl)phosphonic acid